1,3-dioxo-1,3-Benzodithiol O=S1CS(C2=C1C=CC=C2)=O